C1(CC1)N1C=NC=C1C(=O)NC=1C=C(C=C(C1)C(F)(F)F)NC(=O)[N-]C1=C[N+](=NO1)CC1=NC=CC=C1 ((3-(1-Cyclopropyl-1H-imidazole-5-carboxamido)-5-(trifluoromethyl)phenyl)-carbamoyl)(3-(pyridin-2-ylmethyl)-1,2,3-oxadiazol-3-ium-5-yl)amide